C(C)S(=O)C1=CC=C(C=C1)CN (4-(ethylsulfinyl)phenyl)methylamine